CN(C(=O)N1CC(C1)N1N=C2N(C(N(CC2=C1)C1CCN(CC1)C1=C(C=CC=C1C)F)=O)CC1=C(C=CC=C1)C(F)(F)F)C 3-[5-[1-(2-Fluoro-6-methyl-phenyl)-piperidin-4-yl]-6-oxo-7-(2-trifluoromethylbenzyl)-4,5,6,7-tetrahydro-pyrazolo[3,4-d]pyrimidin-2-yl]-azetidine-1-carboxylic acid dimethylamide